3-phenylpropane C1(=CC=CC=C1)CCC